C(C)N1N=NN=C1C=1C(=C2C(=C(C(=O)NC2=O)C1C(F)(F)F)C)F (1-Ethyl-1H-tetrazol-5-yl)-4-fluoro-2-methyl-6-(trifluoromethyl)isophthalimide